COC(CC[C@@H](C)C1CCC2C3CCC4C[C@@H](CC[C@@]4(C3CC[C@]12C)C)OC)=O.C(C)[Si](OC1OCCC1)(CC)CC 2-(triethylsiloxy)tetrahydrofuran methyl-(4R)-4-((3R,10S,13R)-3-methoxy-10,13-dimethylhexadecahydro-1H-cyclopenta[a]phenanthren-17-yl)pentanoate